CC1=CC=C(C=C1)S(=O)(=O)OCC(CF)F 2,3-difluoropropyl 4-methylbenzenesulfonate